C1(CC1)C1=CC=C(C=C1)N(C=1C=C2CCC[C@H](C2=CC1)CNC=1C=NC=CC1C(=O)O)CCOC 3-({[(1R)-6-[(4-cyclopropylphenyl)(2-methoxyethyl)amino]-1,2,3,4-tetrahydronaphthalen-1-yl]methyl}amino)pyridine-4-carboxylic acid